(S)-5,5-dimethyl-2-(((5,6,7,8-tetrahydroquinolin-3-yl)methyl)amino)hexanoic acid CC(CC[C@@H](C(=O)O)NCC=1C=NC=2CCCCC2C1)(C)C